CN1C2=C(OC[C@@H](C1=O)NC(=O)C1=NC=CC(=C1)OC1=CC=CC=C1)C=CC(=C2)N2CCC1(CC2)CCN(CC1)C (S)-N-(5-methyl-7-(9-methyl-3,9-diazaspiro[5.5]undec-3-yl)-4-oxo-2,3,4,5-tetrahydrobenzo[b][1,4]oxazepin-3-yl)-4-phenoxypyridine-2-carboxamide